OCC(CO)NC(=O)C1=CC=C(C=C1)C1=C(N(C=C1)S(N)(=O)=O)C(=O)O 3-[4-[[2-Hydroxy-1-(hydroxymethyl)ethyl]carbamoyl]phenyl]-1-sulfamoyl-pyrrole-2-carboxylic acid